Ammonium bisulfit S([O-])(O)=O.[NH4+]